(1S)-1-(1H-Indazol-4-yl)ethan-1-amine N1N=CC2=C(C=CC=C12)[C@H](C)N